CC1=CC(=C2C(=N1)ON=C2N)C2=C(C=C(C=C2F)F)F 6-methyl-4-(2,4,6-trifluorophenyl)[1,2]oxazolo[5,4-b]pyridin-3-amine